NC1=NC(=NC(=C1Cl)C#C)C=1C(=C(C#N)C=CC1)C 3-(4-amino-5-chloro-6-ethynylpyrimidin-2-yl)-2-methylbenzonitrile